(±)-(2R)-2-((2-Methyl-6-(1-methyl-5-(((4-(pyridin-2-yl)pyrimidin-2-yl)amino)methyl)-1H-1,2,3-triazol-4-yl)pyridin-3-yl)oxy)bicyclo[3.1.0]hexane-6-carboxylic acid CC1=NC(=CC=C1O[C@H]1C2C(C2CC1)C(=O)O)C=1N=NN(C1CNC1=NC=CC(=N1)C1=NC=CC=C1)C